F[C@@H]1[C@]2(CC[C@@](C[C@@H]1N(C1=CC=C(N=N1)C1=C(C=C(C=C1)C1=NC(N(C=N1)C)=O)O)C)(N2)C)C 4-(4-(6-(((1R,2S,3S,5S)-2-fluoro-1,5-dimethyl-8-azabicyclo[3.2.1]octan-3-yl)(methyl)amino)pyridazin-3-yl)-3-hydroxyphenyl)-1-methyl-1,3,5-triazin-2(1H)-one